ClC1=CC(=C(C=C1)C=1C=2C(=C(SC2N2C(=NN=C2[C@@H](N1)CC(=O)O)C)C)C)F 2-[(9S)-7-(4-chloro-2-fluoro-phenyl)-4,5,13-trimethyl-3-thia-1,8,11,12-tetrazatricyclo[8.3.0.02,6]trideca-2(6),4,7,10,12-pentaen-9-yl]acetic acid